C(=O)(OC(C)(C)C)C(CCCC)(N)N 1-BOCpentanediamine